BrC1=C(C=C2C(=NC(=NC2=C1F)OCC12COC(C1)(C2)C)N2C1COCC2CN(C1)C(=O)OC(C)(C)C)C(F)(F)F tert-butyl 9-(7-bromo-8-fluoro-2-((1-methyl-2-oxabicyclo[2.1.1]hexane-4-yl) methoxy)-6-(trifluoromethyl) quinazolin-4-yl)-3-oxa-7,9-diazabicyclo[3.3.1]nonane-7-carboxylate